O1CCC(CC1)C(=O)OC=1C=NC(=CC1)OCCC1CCCCC1.[Li] lithium 4-[6-(2-cyclohexylethoxy)-3-pyridinyl] tetrahydropyran-4-carboxylate